ClC1=C(C(=O)NC=2C=NC(=C(C2)Cl)N2N=CC=N2)C=CC(=C1)C1=C(C=NC=C1)Cl 2-chloro-N-(5-chloro-6-(2H-1,2,3-triazol-2-yl)pyridin-3-yl)-4-(3-chloropyridin-4-yl)benzamide